(E)-7-[2-[(tert-Butoxycarbonylamino)-methyl-amino]-7-quinolinyl]-2-cyclopentyl-5,5-dimethyl-4-oxo-hept-6-enoic acid C(C)(C)(C)OC(=O)NN(C1=NC2=CC(=CC=C2C=C1)/C=C/C(C(CC(C(=O)O)C1CCCC1)=O)(C)C)C